[6-[(5-methylsulfonyl-3-pyridinyl)methyl]-2-azaspiro[3.3]heptan-2-yl]-[6-[3-(trifluoromethyl)-1,2,4-triazol-1-yl]-2-azaspiro[3.3]heptan-2-yl]methanone CS(=O)(=O)C=1C=C(C=NC1)CC1CC2(CN(C2)C(=O)N2CC3(C2)CC(C3)N3N=C(N=C3)C(F)(F)F)C1